ClC1=C2C(=NC=N1)N(N=C2)C2=CC=CC=C2 4-chloro-1-phenyl-1H-pyrazolo[3,4-d]pyrimidine